hafnium oxychloride O(Cl)Cl.[Hf]